CC1=C(C=CC=C1N1C=NC2=CC=CC=C2C1=O)C1=C2C=CN(C2=C(C=C1)C(=O)N)COCC[Si](C)(C)C 4-(2-methyl-3-(4-oxoquinazolin-3(4H)-yl)phenyl)-1-((2-(trimethylsilyl)ethoxy)methyl)-1H-indole-7-carboxamide